6-bromo-2H-naphtho[1,8-cd]isoxazole BrC=1C2=CC=CC=3NOC(C32)=CC1